2-imino-9,10-dimethoxy-4-oxo-6H,7H-pyrimido[4,3-a]isoquinoline N=C1C=C2N(CCC3=CC(=C(C=C23)OC)OC)C(N1)=O